N-[4-cyclopentyl-2-[(1-methylpiperidin-4-yl)oxy]phenyl]-2-[(1-methyl-1,2,3,4-tetrazol-5-yl)sulfanyl]-5-nitrobenzamide C1(CCCC1)C1=CC(=C(C=C1)NC(C1=C(C=CC(=C1)[N+](=O)[O-])SC1=NN=NN1C)=O)OC1CCN(CC1)C